1,3,5-tri(2-hydroxyethyl)-hexahydros-triazine OCCN1CN(CN(C1)CCO)CCO